N1=NC=C(C=C1)N1C[C@H](CCC1)N (3S)-1-(pyridazin-4-yl)piperidin-3-amine